tert-Amylamine C(C)(C)(CC)N